7-bromo-N-[(4S)-3,4-dihydro-2H-1-benzopyran-4-yl]-4-(dimethylamino)-6-methylpyrrolo[1,2-b]pyridazine-3-carboxamide BrC1=C(C=C2N1N=CC(=C2N(C)C)C(=O)N[C@H]2CCOC1=C2C=CC=C1)C